CN(C)CC=1N=C(OC1)N(CC1=CC(=CC=C1)OC)CC1=CC(=CC=C1)OC 4-((dimethylamino)methyl)-N,N-bis(3-methoxybenzyl)oxazol-2-amine